(1S,2R)-N,N-dibenzyl-1-(3-methoxyphenyl)-2-(4,4,5,5-tetramethyl-1,3,2-dioxaborolan-2-yl)butan-1-amine C(C1=CC=CC=C1)N([C@@H]([C@@H](CC)B1OC(C(O1)(C)C)(C)C)C1=CC(=CC=C1)OC)CC1=CC=CC=C1